C(C)(C)(C)C=1C=C(CN2C(N(C(N(C2=O)CC2=CC(=C(C(=C2)C(C)(C)C)O)C(C)(C)C)=O)CC2=CC(=C(C(=C2)C(C)(C)C)O)C(C)(C)C)=O)C=C(C1O)C(C)(C)C 1,3,5-tri(3,5-di-tert-butyl-4-hydroxybenzyl)-S-triazine-2,4,6(1H,3H,5H)trione